NC=1C(=C(C=CC1)S(=O)(=O)NC=1SC(=C(N1)C1=C(C=CC=C1)C(C)C)N1CCOC2(CCC(C2)(C)C)C1)F 3-amino-N-(5-(2,2-dimethyl-6-oxa-9-azaspiro[4.5]decan-9-yl)-4-(2-isopropylphenyl)thiazol-2-yl)-2-fluorobenzenesulfonamide